(4-cyclopropyl-1H-imidazol-1-yl)-N-(6-(6,7-dihydro-5H-pyrrolo[2,1-c][1,2,4]triazol-3-yl)pyridin-2-yl)imidazo[1,2-a]pyridine-2-carboxamide C1(CC1)C=1N=CN(C1)C1=C(N=C2N1C=CC=C2)C(=O)NC2=NC(=CC=C2)C=2N1C(=NN2)CCC1